diphenylethylquinoxaline C1(=CC=CC=C1)C(CC1=NC2=CC=CC=C2N=C1)C1=CC=CC=C1